C1(=C(C=CC=C1)OC(C1=CC=CC=C1)=O)C benzoic acid o-tolyl ester